ClC1=C(C=C(C=C1)F)C=1C2=C(N=C(N1)NC(C(C)(C)C)=O)NC=C2NC(C2=CC(=CC(=C2)C(F)(F)F)F)=O N-(4-(2-chloro-5-fluorophenyl)-2-pivalamidyl-7H-pyrrolo[2,3-d]pyrimidin-5-yl)-3-fluoro-5-(trifluoromethyl)benzamide